ClC=1C(=C(C2=C(N(C=N2)C2CC2)C1)F)C#CC1=NN(C(=C1C(=O)N)NC)[C@@H]1CN([C@H](C1)COC)C(C=C)=O 3-[2-(6-chloro-1-cyclopropyl-4-fluoro-1,3-benzodiazol-5-yl)ethynyl]-1-[(3S,5R)-5-(methoxymethyl)-1-(prop-2-enoyl)pyrrolidin-3-yl]-5-(methylamino)pyrazole-4-carboxamide